C(C1=CC=CC=C1)N1CCC2(CCN(CC2)CC(CN2N=CN=C2)(O)C2=C(C=C(C=C2)F)F)CC1 1-(9-Benzyl-3,9-diazaspiro[5.5]undecan-3-yl)-2-(2,4-difluorophenyl)-3-(1H-1,2,4-triazol-1-yl)propan-2-ol